N-(2-(4-hydroxyazepan-1-yl)-5-(trifluoromethyl)-phenyl)picolinamide OC1CCN(CCC1)C1=C(C=C(C=C1)C(F)(F)F)NC(C1=NC=CC=C1)=O